NC1=NC2=CC(=CC=C2C=C1Br)OC[C@]1(S[C@H]([C@@H]([C@@H]1O)O)N1C=CC2=C1N=CN=C2N)C (2R,3S,4R,5R)-2-(((2-Amino-3-bromochinolin-7-yl)oxy)methyl)-5-(4-amino-7H-pyrrolo[2,3-d]pyrimidin-7-yl)-2-methyltetrahydrothiophen-3,4-diol